tert-butyl 4-(6-(1-((3-(3,4-difluorophenyl)-1-((2-(trimethylsilyl)ethoxy)methyl)-1H-pyrrolo[2,3-b]pyridin-4-yl)amino)ethyl)pyridin-2-yl)piperazine-1-carboxylate FC=1C=C(C=CC1F)C1=CN(C2=NC=CC(=C21)NC(C)C2=CC=CC(=N2)N2CCN(CC2)C(=O)OC(C)(C)C)COCC[Si](C)(C)C